tert-butyl (S)-3-((4-(2-bromo-5-methoxy-4-nitrophenyl)piperazin-1-yl)methyl)pyrrolidine-1-Carboxylate BrC1=C(C=C(C(=C1)[N+](=O)[O-])OC)N1CCN(CC1)C[C@H]1CN(CC1)C(=O)OC(C)(C)C